O=C1C2=CCC(C1)C2 2-oxobicyclo[2.2.1]heptene